2,3-dichloro-6-iodo-aniline ClC1=C(N)C(=CC=C1Cl)I